O1C=CC2=C1C=CC(=C2)S(=O)(=O)N2CC1=C(C2)CN(C1)C(=O)C=1C=NC=CC1 3-[5-(1-Benzofuran-5-sulfonyl)-1H,2H,3H,4H,5H,6H-pyrrolo[3,4-c]pyrrole-2-carbonyl]pyridine